methyl N-[5-[6-[2-(4-chloro-3-methoxy-phenyl)-1,2,4-triazol-3-yl]imidazo[1,2-a]pyridin-3-yl]-2-pyridyl]carbamate ClC1=C(C=C(C=C1)N1N=CN=C1C=1C=CC=2N(C1)C(=CN2)C=2C=CC(=NC2)NC(OC)=O)OC